5-methyl-2-((7-methylquinolin-6-yl)amino)-8-((tetrahydro-2H-pyran-4-yl)methyl)-7,8-dihydropteridin-6(5H)-one CN1C=2C=NC(=NC2N(CC1=O)CC1CCOCC1)NC=1C=C2C=CC=NC2=CC1C